BrC1=C(C=C(O[Si](C)(C)C(C)(C)C)C=C1)Cl (4-bromo-3-chlorophenoxy)(tert-butyl)dimethylsilane